2-((4-fluoro-2-methoxy-5-nitrophenyl)amino)-8-methyl-6-phenylpyrido[2,3-d]pyrimidin-7(8H)-one FC1=CC(=C(C=C1[N+](=O)[O-])NC=1N=CC2=C(N1)N(C(C(=C2)C2=CC=CC=C2)=O)C)OC